mono(2-(perfluorodecyl) ethyl) phosphate P(=O)(OCCC(C(C(C(C(C(C(C(C(C(F)(F)F)(F)F)(F)F)(F)F)(F)F)(F)F)(F)F)(F)F)(F)F)(F)F)([O-])[O-]